NC=1SC(=C(N1)C)C=1C=C2C(CNC(C2=CC1)=O)C(F)(F)F 6-(2-amino-4-methylthiazol-5-yl)-4-(trifluoromethyl)-3,4-dihydroisoquinolinone